(2-bromoethyl)-N-methylcyanamide BrCCN(C#N)C